sodium 2,2'-methylene-bis(4,6-di-tert-butylphenol) phosphate P(=O)([O-])([O-])OC1=C(C=C(C=C1C(C)(C)C)C(C)(C)C)CC1=C(C(=CC(=C1)C(C)(C)C)C(C)(C)C)O.[Na+].[Na+]